The molecule is a long-chain fatty acid anion that is the conjugate base of 5-oxo-ETE, obtained by deprotonation of the carboxy group. It is a long-chain fatty acid anion, an oxo fatty acid anion, a polyunsaturated fatty acid anion and an oxo-ETE anion. It is a conjugate base of a 5-oxo-ETE. CCCCC/C=C\\C/C=C\\C/C=C\\C=C\\C(=O)CCCC(=O)[O-]